C1(=CC=CC=C1)C1CN(CCN1)C=1N=NC(=CN1)C1=C(C=C(C=C1)C=1C=NNC1)O 2-[3-(3-phenylpiperazin-1-yl)-1,2,4-triazin-6-yl]-5-(1H-pyrazol-4-yl)phenol